O(O)O.[Zr] Zirconium OxyHydroxide